FC(COC=1N=CC(=NC1)CO)(C(F)(F)F)F (5-(2,2,3,3,3-pentafluoropropoxy)pyrazin-2-yl)methanol